methyl (R)-2-decanamido-3-hydroxypropionate C(CCCCCCCCC)(=O)N[C@@H](C(=O)OC)CO